C1(=CC(=CC(=C1)C(=O)O)C(=O)O)C(=O)O.[Fe] iron 1,3,5-benzenetricarboxylic acid